(1S,2R)-2-methylcyclopropanecarboxylic acid C[C@H]1[C@H](C1)C(=O)O